hydrochloric acid (1R,2R)-2-(4-cyanophenyl)-2-(3-fluorophenyl)-1-((R)-pyrrolidin-2-yl)ethyl-methanesulfonate C(#N)C1=CC=C(C=C1)[C@@H]([C@H]([C@@H]1NCCC1)CS(=O)(=O)O)C1=CC(=CC=C1)F.Cl